(3S)-tert-Butyl 5-(aminomethyl)-3-(2'-chloro-2-fluorobiphenyl-3-ylcarbamoyl)-2-azabicyclo[3.1.0]hexane-2-carboxylate NCC12C[C@H](N(C2C1)C(=O)OC(C)(C)C)C(NC=1C(=C(C=CC1)C1=C(C=CC=C1)Cl)F)=O